4-(2-(3-(3-chloro-2-fluoro-6-(2H-tetrazol-2-yl)phenyl)acrylamido)-2-phenylacetylamino)benzoic acid methyl ester COC(C1=CC=C(C=C1)NC(C(C1=CC=CC=C1)NC(C=CC1=C(C(=CC=C1N1N=CN=N1)Cl)F)=O)=O)=O